1-(5-Chloropyridin-3-yl)-3-(4-fluoro-3-(3-morpholinylquinoxaline-6-carbonyl)phenyl)urea ClC=1C=C(C=NC1)NC(=O)NC1=CC(=C(C=C1)F)C(=O)C=1C=C2N=C(C=NC2=CC1)N1CCOCC1